3-{4-[(1S,4S,5R)-5-{[5-cyclopropyl-3-(2,6-dichlorophenyl)-1,2-oxazol-4-yl]methoxy}-2-azabicyclo[2.2.1]heptan-2-yl]-2-fluorophenyl}-2,2-dimethylpropanoic acid C1(CC1)C1=C(C(=NO1)C1=C(C=CC=C1Cl)Cl)CO[C@H]1[C@@H]2CN([C@H](C1)C2)C2=CC(=C(C=C2)CC(C(=O)O)(C)C)F